COC(CN1N=CC(=C1)S(NC=1C=CC(=C2C(=CNC12)C#N)C)(=O)=O)=O Methyl-2-[4-[(3-cyano-4-methyl-1H-indol-7-yl)sulfamoyl]pyrazol-1-yl]acetat